C(CCC)S(=O)C1=C(C2=C(N=C(N=C2C2=CC=CC=C2)C=2N(C=CN2)C)S1)N 6-(butylsulfinyl)-2-(1-methyl-1H-imidazol-2-yl)-4-phenylthieno[2,3-d]pyrimidin-5-amine